C(C=CC=CCCCCCCCCCCCCCCC)(=O)N eicosadieneamide